C1(CC1)C=1N=CC(=NC1)C1=CC=C(C=C1)C1=CN=C(O1)[C@H](CCCCCC(CC)=O)NC(=O)[C@H]1CC12CCN(CC2)CC (1S)-N-[(1S)-1-{5-[4-(5-Cyclopropylpyrazin-2-yl)phenyl]-1,3-oxazol-2-yl}-7-oxononyl]-6-ethyl-6-azaspiro[2.5]octan-1-carboxamid